(R)-(+)-4-chloro-3-hydroxybutyric acid methyl ester COC(=O)C[C@H](CCl)O